OC1=C(C(=C(C=C1)[SH2+])O)O trishydroxyphenylsulfonium